1-(4-fluorophenyl)-6-methyl-5-(3-(prop-2-yn-1-yl)-1-((1-propyl-1H-pyrazol-4-yl)sulfonyl)pyrrolidin-3-yl)-1H-indazole FC1=CC=C(C=C1)N1N=CC2=CC(=C(C=C12)C)C1(CN(CC1)S(=O)(=O)C=1C=NN(C1)CCC)CC#C